((1R,8S,9s)-bicyclo[6.1.0]non-4-yn-9-yl)methyl (2-(2-(2-(3-(2-(3-acrylamidopropyl)-4,5-dibromo-3,6-dioxo-3,6-dihydropyridazin-1(2H)-yl)propanamido)ethoxy)ethoxy)ethyl)carbamate C(C=C)(=O)NCCCN1N(C(C(=C(C1=O)Br)Br)=O)CCC(=O)NCCOCCOCCNC(OCC1[C@H]2CCC#CCC[C@@H]12)=O